OC[C@H]1N(C[C@@H]([C@H]([C@@H]1O)O)O)C[C@@H]1CN(CCC1)C1=NC=CC=C1C(F)(F)F (2R,3R,4R,5S)-2-(hydroxymethyl)-1-(((R)-1-(3-(trifluoromethyl)pyridin-2-yl)piperidin-3-yl)methyl)piperidine-3,4,5-triol